C(C1=CC=CO1)SSCC1=CC=CO1 furfuryl disulphide